N[C@H](CN1C(NC(C2=C1C=CN2)=O)=S)CC(C)C (S)-1-(2-amino-4-methylpentyl)-2-thioxo-1,2,3,5-tetrahydro-4H-pyrrolo[3,2-d]pyrimidin-4-one